FC(CC(CCCCCCCCCP(O)(O)=O)C(CCCCCCCCCP(O)(O)=O)CC(C(C(C(C(C(C(C(F)(F)F)(F)F)(F)F)(F)F)(F)F)(F)F)(F)F)(F)F)(C(C(C(C(C(C(C(F)(F)F)(F)F)(F)F)(F)F)(F)F)(F)F)(F)F)F 10,11-bis(2,2,3,3,4,4,5,5,6,6,7,7,8,8,9,9,9-heptadecafluorononyl)eicosa-1,20-diyl-diphosphonic acid